8Z,11Z,14Z,17Z-eicosatetraenoic acid CC/C=C\C/C=C\C/C=C\C/C=C\CCCCCCC(=O)O